(5-methyl-2-((methylamino)methyl)phenyl)boronic acid CC=1C=CC(=C(C1)B(O)O)CNC